N-(4-bromo-2,5-difluorophenyl)-6-chloro-1-(2-chloroethyl)indole-3-sulfonamide BrC1=CC(=C(C=C1F)NS(=O)(=O)C1=CN(C2=CC(=CC=C12)Cl)CCCl)F